3-[[4-(4-fluoro-3-methyl-phenyl)-7-hydroxy-3-isopropyl-2-quinolyl]amino]-propanoic acid FC1=C(C=C(C=C1)C1=C(C(=NC2=CC(=CC=C12)O)NCCC(=O)O)C(C)C)C